ClC=1C=NC=C(C1C(C)OC=1C=C2C(=NNC2=CC1)C1=NC2=C(N1)CN(C2)C(=O)OCC)Cl ethyl 2-(5-(1-(3,5-dichloropyridin-4-yl) ethoxy)-1H-indazol-3-yl)-4,6-dihydropyrrolo[3,4-d]imidazole-5(1H)-carboxylate